CN[C@@H]1CNC[C@H]1C (3S,4R)-N,4-dimethylpyrrolidin-3-amine